4-(triphenylmethoxy)-styrene C1(=CC=CC=C1)C(OC1=CC=C(C=C)C=C1)(C1=CC=CC=C1)C1=CC=CC=C1